NCCCOC=1C(=C(C=C(C1)C=1N=CC2=CC=CC=C2C1)O)C(C)C 3-(3-aminopropoxy)-5-(isoquinolin-3-yl)-2-(propan-2-yl)phenol